N-(5-(4-(4-propenoyl-2-methylpiperazin-1-yl)quinazolin-6-yl)-2-methoxypyridin-3-yl)-2,4-difluorobenzenesulfonamide C(C=C)(=O)N1CC(N(CC1)C1=NC=NC2=CC=C(C=C12)C=1C=C(C(=NC1)OC)NS(=O)(=O)C1=C(C=C(C=C1)F)F)C